2-methyl-5-(2,4,7-trimethyl-1-oxooct-6-en-4-yl)benzonitrile CC1=C(C#N)C=C(C=C1)C(CC(C=O)C)(CC=C(C)C)C